5-bromo-1,4-dihydronaphthalene-2-carbaldehyde BrC1=C2CC=C(CC2=CC=C1)C=O